1-tert-butyl-N-[(1s,4s)-4-{[6-chloro-2-(trifluoromethyl)quinolin-4-yl]amino}cyclohexyl]-1H-1,2,3-triazole-4-carboxamide C(C)(C)(C)N1N=NC(=C1)C(=O)NC1CCC(CC1)NC1=CC(=NC2=CC=C(C=C12)Cl)C(F)(F)F